(E)-5-(3-(5-fluoro-6-methylpyridin-3-yl)acryloyl)-4-methylthieno[2,3-b]pyridin-6(7H)-one FC=1C=C(C=NC1C)/C=C/C(=O)C1=C(C2=C(NC1=O)SC=C2)C